3,5-difluoro-2,4,6-trimethylbenzaldehyde FC=1C(=C(C=O)C(=C(C1C)F)C)C